2-(di-isopropoxy-thiophosphorylthio)propane C(C)(C)OP(=S)(SC(C)C)OC(C)C